The molecule is a tricarboxylic acid amide that is a Good's buffer substance, pKa = 6.6 at 20 ℃. It is a dicarboxylic acid, a tricarboxylic acid amide and an ADA. It derives from a nitrilotriacetic acid. It is a conjugate acid of a 2,2'-[(2-amino-2-oxoethyl)imino]diacetate(1-). C(C(=O)N)N(CC(=O)O)CC(=O)O